C(#N)C(CCC(=O)O)(C)SSCC 4-cyano-4-(ethylsulfanyl-sulfanyl)pentanoic acid